3-((3-fluoro-4-((2-(trifluoromethyl)pyridin-4-yl)oxy)benzyl)oxy)-7,8-dihydro-1H,6H,9H-6,8a-ethanopyrrolo[1',2':3,4]imidazo[1,2-c]pyrimidin-1-one FC=1C=C(COC=2C=C3N(C(N2)=O)CC24N3C(CC2)CC4)C=CC1OC1=CC(=NC=C1)C(F)(F)F